ClC=1C=C(C=CC1Cl)[C@@H]1CC[C@H](C2=CC=CC=C12)N (1R,4S)-4-(3,4-dichlorophenyl)-1,2,3,4-tetrahydro-1-naphthylamine